1-(3-methylpyridin-2-yl)piperazine CC=1C(=NC=CC1)N1CCNCC1